tert-butyl (S)-2-methyl-4-((3-(5-methyl-2,4-dioxo-3,4-dihydropyrimidin-1(2H)-yl)pyrazolo[1,5-a]pyridin-5-yl)methyl)piperazine-1-carboxylate C[C@@H]1N(CCN(C1)CC1=CC=2N(C=C1)N=CC2N2C(NC(C(=C2)C)=O)=O)C(=O)OC(C)(C)C